BrC1=CC(=C(O[C@H](C(=O)O)C)C=C1)C(C)(F)F (S)-2-[4-bromo-2-(1,1-difluoroethyl)phenoxy]propionic acid